BrC1=C(C=CC(=C1)OC)Cl 2-bromo-1-chloro-4-methoxybenzene